1-(2,6-difluorobenzyl)-3,3-dimethyl-6-(5-(2,4,6-trifluorophenyl)oxazol-2-yl)indolin-2-one FC1=C(CN2C(C(C3=CC=C(C=C23)C=2OC(=CN2)C2=C(C=C(C=C2F)F)F)(C)C)=O)C(=CC=C1)F